OC1CCCN2C1=NC(=C(C2=O)CCN2CCC(CC2)=C2C1=C(CCC=3C2=NC=CC3)C=C(C=C1)OC)C 9-hydroxy-3-(2-(4-(8-methoxy-5,6-dihydro-11H-benzo[5,6]cyclohepta[1,2-b]pyridin-11-ylidene)piperidin-1-yl)ethyl)-2-methyl-6,7,8,9-tetrahydro-4H-pyrido[1,2-a]pyrimidin-4-one